2-(4-(1-(2,3-dihydrobenzofuran-6-yl)ethyl)piperazin-1-yl)-5-(methylsulfinyl)pyrimidine O1CCC2=C1C=C(C=C2)C(C)N2CCN(CC2)C2=NC=C(C=N2)S(=O)C